BrC1=NNC2=NC(=NC(=C21)C#N)N2[C@H]1CC(C[C@@H]2CC1)NC([O-])=O ((1R,3r,5S)-8-(3-bromo-4-Cyano-1H-pyrazolo[3,4-d]pyrimidin-6-yl)-8-azabicyclo[3.2.1]oct-3-yl)carbamate